NC=1C=C(C=CC1)C1(CCCC1)NC(OC(C)(C)C)=O tert-Butyl (1-(3-aminophenyl)cyclopentyl)carbamate